F[B-](F)(F)F.C(CCC)N1C(C2=C3C(C=CC=C13)=CC=C2)C=CC=CC=C2N(C1=CC=CC=3C1=C2C=CC3)CCCC 1-butyl-2-[5-(1-butyl-1H-benzo[cd]indol-2-ylidene)-penta-1,3-dienyl]-benzo[cd]indole tetrafluoroborate